5-(2-fluoropyridin-4-yl)-2,3-dihydro-1H-inden-4-yl trifluoromethanesulfonate FC(S(=O)(=O)OC1=C2CCCC2=CC=C1C1=CC(=NC=C1)F)(F)F